O[C@H](COC=1C=C(C=CC1)S(=O)(=O)NC)CNC1COC2(C1)CCN(CC2)S(=O)(=O)C2=CC(=CC=C2)OC2=CC=C(C=C2)C(F)(F)F 3-((2S)-2-hydroxy-3-(8-(3-(4-(trifluoromethyl)phenoxy)phenylsulfonyl)-1-oxa-8-azaspiro[4.5]decan-3-ylamino)propoxy)-N-methylbenzenesulfonamide